rac-((4bS,5R,6R,7S,7aR)-7a-(4-bromophenyl)-4b,5-dihydroxy-4-methoxy-7-phenyl-4b,6,7,7a-tetrahydro-5H-cyclopenta[4,5]furo[2,3-c]pyridin-6-yl)(pyrrolidin-1-yl)methanone BrC1=CC=C(C=C1)[C@]12[C@](C3=C(C=NC=C3OC)O1)([C@@H]([C@@H]([C@H]2C2=CC=CC=C2)C(=O)N2CCCC2)O)O |r|